(2R)-1-{3-[(1R)-1-{[6-(dimethylphosphoryl)-2-methylpyrido[3,4-d]pyrimidin-4-yl]amino}ethyl]-2-fluorophenyl}-1,1-difluoropropan-2-ol CP(=O)(C)C1=CC2=C(N=C(N=C2N[C@H](C)C=2C(=C(C=CC2)C([C@@H](C)O)(F)F)F)C)C=N1